Cl.N1=C(N=CC=C1)C1(CC1)NC(=O)[C@H]1CNCC[C@@H]1NC(=O)C1=NOC(=C1)C1=C(C=C(C=C1)F)F (3S,4S)-4-{[5-(2,4-Difluoro-phenyl)-isoxazole-3-carbonyl]-amino}-piperidine-3-carboxylic Acid (1-pyrimidin-2-yl-cyclopropyl)-amide Hydrochloride